OCCOCCON1C(C2=CC=CC=C2C1=O)=O 2-(2-(2-hydroxyethoxy)ethoxy)isoindoline-1,3-dione